O1C(OCC1)C=1C(=C(C2=C(C(=NO2)NCC2(CC2)O)C1)F)F 1-(((5-(1,3-dioxolan-2-yl)-6,7-difluorobenzo[d]isoxazol-3-yl)amino)methyl)-1-cyclopropanol